N-(4-(5-amino-3-(pyridine-2-yl)-1H-1,2,4-triazole-1-carbonyl)phenyl)cyclohexaneformamide NC1=NC(=NN1C(=O)C1=CC=C(C=C1)NC(=O)C1CCCCC1)C1=NC=CC=C1